(S)-3-(3-(2-hydroxy-6-methyl-4-(trifluoromethyl)phenyl)-5,6-dihydro-7H-pyrrolo[2,3-c]pyridazin-7-yl)-1-methylpiperidin-2-one OC1=C(C(=CC(=C1)C(F)(F)F)C)C1=CC2=C(N=N1)N(CC2)[C@@H]2C(N(CCC2)C)=O